CC1=C(C=2N(C=C1C1=C(C3=C(N1)SC(=C3C)C3CC(C3)NC(=O)C3=C(C(=O)O)C=CC=C3)C(C)C)N=CN2)C 2-((3-(5-(7,8-dimethyl-[1,2,4]triazolo[1,5-a]pyridin-6-yl)-4-isopropyl-3-methyl-6H-thieno[2,3-b]pyrrol-2-yl)cyclobutyl)carbamoyl)benzoic acid